C(CC(O)(C(=O)[O-])CC(=O)[O-])(=O)[O-].[Si+4].[Si+4].[Si+4].[Ag+] silver trisilicon citrate